CC1=C(OC2=C1C=C(C=C2)S(N(CCC2=CC=CC=C2)CC2=C(C=C(C=C2)Cl)F)(=O)=O)C(=O)O 3-Methyl-5-(N-(2-fluoro-4-chlorobenzyl)-N-phenethylsulfamoyl)benzofuran-2-carboxylic acid